BrC=1N=NN(C1CO[Si](C)(C)C(C)(C)C)C 4-bromo-5-(((tert-butyldimethylsilyl)oxy)methyl)-1-methyl-1H-1,2,3-triazole